(4-fluorophenyl)(4-((1-(hydroxyMethyl)cyclopentyl)amino)-2-((4-(4-methylpiperazin-1-yl)phenyl)amino)-7H-pyrrolo[2,3-d]pyrimidin-5-yl)methanone FC1=CC=C(C=C1)C(=O)C1=CNC=2N=C(N=C(C21)NC2(CCCC2)CO)NC2=CC=C(C=C2)N2CCN(CC2)C